(R)-(8,9-dihydro-6H-[1,3]dioxolo[4,5-f]isochromen-6-yl)methylamine O1COC=2C1=C1CCO[C@H](C1=CC2)CN